(R)-N-(2-chloro-3-((5-chloro-3-methyl-4-oxo-3,4-dihydroquinazolin-6-yl)amino)-4,5-difluoroPhenyl)-3-methoxypyrrolidine-1-sulfonamide trifluoroacetate FC(C(=O)O)(F)F.ClC1=C(C=C(C(=C1NC=1C(=C2C(N(C=NC2=CC1)C)=O)Cl)F)F)NS(=O)(=O)N1C[C@@H](CC1)OC